(1E,4E)-1,5-bis(4-azido-2,3,5,6-tetrafluorophenyl)penta-1,4-diene-3-one N(=[N+]=[N-])C1=C(C(=C(C(=C1F)F)\C=C\C(\C=C\C1=C(C(=C(C(=C1F)F)N=[N+]=[N-])F)F)=O)F)F